C(C)OC(=O)C=1N(C=CN1)C(CC1=C(C=CC=C1)Br)C 1-(1-(2-bromophenyl)propan-2-yl)-1H-imidazole-2-carboxylic acid ethyl ester